C(C)C(CC(CCCC(=O)O)(CCCC(=O)O)CC(CCCC)CC)CCCC bis(2-ethylhexyl)azelaic acid